(2S)-2-[9H-fluoren-9-ylmethoxycarbonyl(methyl)amino]-4-methoxybutanoic acid C1=CC=CC=2C3=CC=CC=C3C(C12)COC(=O)N([C@H](C(=O)O)CCOC)C